N-(1H-indol-3-yl)-6,6-dimethyl-5-oxo-4-((5-(trifluoromethyl)thiophen-3-yl)methyl)-5,6-dihydro-4H-thieno[3,2-b]pyrrole-2-carboxamide N1C=C(C2=CC=CC=C12)NC(=O)C1=CC=2N(C(C(C2S1)(C)C)=O)CC1=CSC(=C1)C(F)(F)F